ClC=1C=CC(=C(C1)C1=CC=NC=C1OC)N1N=NC(=C1)Cl 4-(5-chloro-2-(4-chloro-1H-1,2,3-triazol-1-yl)phenyl)-5-methoxypyridin